1-(2-chloro-4-(5-(2,3-difluoro-4-methoxyphenyl)-1-methyl-1H-imidazole-2-carboxamido)benzoyl)piperidine-4-carboxylic acid methyl ester COC(=O)C1CCN(CC1)C(C1=C(C=C(C=C1)NC(=O)C=1N(C(=CN1)C1=C(C(=C(C=C1)OC)F)F)C)Cl)=O